C(=O)(O)C1=CC=C(C=C1)C=1OC(=CN1)C1=CC=C(C=C1)C(=O)O 2,5-bis(4-carboxyphenyl)oxazole